4-[(2,6-difluorophenyl)methyl]-2-{4-[(2-methoxypyridin-3-yl)methyl]phenyl}-1,2,4-triazol-3-one FC1=C(C(=CC=C1)F)CN1C(N(N=C1)C1=CC=C(C=C1)CC=1C(=NC=CC1)OC)=O